Tetrabutyl propane-1,3-diylbis(phosphonate) C(CCP(OCCCC)(OCCCC)=O)P(OCCCC)(OCCCC)=O